(triphenylmethyl)-5-(4'-methylbiphenyl-2-yl)tetrazole C1(=CC=CC=C1)C(C1=CC=CC=C1)(C1=CC=CC=C1)N1N=NN=C1C1=C(C=CC=C1)C1=CC=C(C=C1)C